3-(4-aminophenyl)-5-bromopyridin-2-amine NC1=CC=C(C=C1)C=1C(=NC=C(C1)Br)N